(E)-5-Bromo-1-(4-methoxybenzyl)-2-oxo-2,3-dihydro-1H-benzo[b]azepine-4-carbaldehyde oxime Br\C=1\C2=C(N(C(C\C1\C=NO)=O)CC1=CC=C(C=C1)OC)C=CC=C2